Cl.Cl.C(CCCCCCCCCN1C=CC(C=C1)=CCCCCCCCN)N1C=CC(C=C1)=CCCCCCCCN (1,10-decanediyldi-1-pyridinyl-4-ylidene)bis(1-octanamine) dihydrochloride